(±)-(3-Ethoxy-piperidin-1-yl)-quinoxalin-6-yl-methanone C(C)O[C@H]1CN(CCC1)C(=O)C=1C=C2N=CC=NC2=CC1 |r|